N-(5-formyl-8-(methylamino)-2,7-naphthyridin-3-yl)cyclopropanecarboxamide C(=O)C1=C2C=C(N=CC2=C(N=C1)NC)NC(=O)C1CC1